OC(C(C)C1=CC=CC=C1)=O hydroxy-2-phenylpropan-1-one